methyl N-[5-[6-[(4-fluorophenyl)-methyl-carbamoyl]-4-methyl-imidazo[4,5-c]pyridin-1-yl]-2-pyridyl]carbamate FC1=CC=C(C=C1)N(C(=O)C1=CC2=C(C(=N1)C)N=CN2C=2C=CC(=NC2)NC(OC)=O)C